O[C@H](C(=O)OC)C Methyl (S)-2-hydroxypropanoate